CN1C(N(C2=NC(=NC=C12)NC1=CC2=C(OCO2)C=C1C)N1CCOCC1)=O 7-methyl-2-((6-methylbenzo[d][1,3]dioxol-5-yl)amino)-9-morpholino-7,9-dihydro-8H-purin-8-one